4-CHLOROCARBONYLPHENYLBORONIC ACID ClC(=O)C1=CC=C(C=C1)B(O)O